p-methoxycinnamic acid isoamyl ester C(CC(C)C)OC(C=CC1=CC=C(C=C1)OC)=O